6,6'-((4-(3-aminopropyl)-10-methyl-1,4,7,10-tetraazacyclododecane-1,7-diyl)bis(methylene))dipicolinic acid NCCCN1CCN(CCN(CCN(CC1)CC1=CC=CC(=N1)C(=O)O)C)CC1=CC=CC(=N1)C(=O)O